(S)-ethyl 8-(2-amino-6-((R)-1-(4-(4-ethoxy-4-oxobutyl)phenyl)-2,2,2-trifluoroethoxy)pyrimidin-4-yl)-2,8-diazaspiro[4.5]decane-3-carboxylate NC1=NC(=CC(=N1)N1CCC2(C[C@H](NC2)C(=O)OCC)CC1)O[C@@H](C(F)(F)F)C1=CC=C(C=C1)CCCC(=O)OCC